FC=1C=C(C=CC1)[C@H](CNC(CC1CCNCC1)(C)C)O (R)-1-(3-Fluorophenyl)-2-((2-methyl-1-(piperidin-4-yl)propan-2-yl)-amino)ethan-1-ol